2,2'-bis(2-hydroxyethoxy)-7,7'-diphenyl-1,1'-binaphthyl OCCOC1=C(C2=CC(=CC=C2C=C1)C1=CC=CC=C1)C1=C(C=CC2=CC=C(C=C12)C1=CC=CC=C1)OCCO